methyl 3-((6-chloro-3-(methylcarbamoyl)pyridazin-4-yl)amino)-2-(methylthio)benzoate ClC1=CC(=C(N=N1)C(NC)=O)NC=1C(=C(C(=O)OC)C=CC1)SC